2-amino-N-(2,6-dioxopiperidin-3-yl)-5-fluorobenzamide NC1=C(C(=O)NC2C(NC(CC2)=O)=O)C=C(C=C1)F